(R)-1-((4-bromo-3-fluorobenzyl)(methyl)amino)-8,9-difluoro-1,5-dihydro-2H-pyrano[3,4-c]isoquinolin-6(4H)-one BrC1=C(C=C(CN([C@H]2COCC=3NC(C=4C=C(C(=CC4C32)F)F)=O)C)C=C1)F